FC=1C=C(C=C(C1)F)C1=NO[C@@](C1)(C)C(=O)N[C@@H]1C=C(CC1)C(=O)OC methyl (3S)-3-[[[(5R)-3-(3,5-difluorophenyl)-5-methyl-4H-1,2-oxazol-5-yl]carbonyl] amino]cyclopentene-1-carboxylate